N-(4-(2-(4-Amino-1-isopropyl-1H-pyrazol-3-yl)-3H-imidazo[4,5-b]pyridin-7-yl)-2-chlorobenzyl)-3-(tert-butyl)-1,2,4-oxadiazole-5-carboxamide NC=1C(=NN(C1)C(C)C)C1=NC=2C(=NC=CC2C2=CC(=C(CNC(=O)C3=NC(=NO3)C(C)(C)C)C=C2)Cl)N1